O1C(=CC=C1)C1=NN2C(N=C(N=C2N)NCCC2=NC=CC=C2)=N1 2-(furan-2-yl)-N5-(2-(pyridin-2-yl)ethyl)-[1,2,4]triazolo[1,5-a][1,3,5]triazine-5,7-diamine